(E)-3-(4-methylthiazol-5-yl)acrylic acid CC=1N=CSC1/C=C/C(=O)O